C1(CCC1)N1C(=NC2=C1C=C(C=C2F)C(C)(C)O)NC(CC(C(F)F)(C)C)=O N-(1-cyclobutyl-4-fluoro-6-(2-hydroxypropan-2-yl)-1H-benzo[d]imidazol-2-yl)-4,4-difluoro-3,3-dimethylbutanamide